Cl.C[C@H]1[C@H](CN(C1)C1=C2C=CC=NC2=C(N=C1)C)N (3R,4R)-4-methyl-1-(8-methyl-[1,7]naphthyridin-5-yl)-pyrrolidin-3-ylamine hydrochloride